C1(CC1)C=1C(=CC(N2C(CSC12)C(=O)O)=O)COC=1C=CC=C2C=CB(NC12)C 7-cyclopropyl-6-[(2-methyl-1-aza-2-bora-1H-naphthalen-8-oxy)methyl]-4-oxo-1-thia-3a-aza-3-indanecarboxylic acid